ClC=1C=C2C(=C3C1NC(NC31CCCCC1)=O)OC(=N2)CN2CCC1(CC(CO1)=O)CC2 5-chloro-2-({3-oxo-1-oxa-8-azaspiro[4.5]decan-8-yl}methyl)-7,8-dihydro-6H-spiro[[1,3]oxazolo[5,4-f]quinazoline-9,1'-cyclohexan]-7-one